N-(4-((2-amino-3-(pyrrolidin-1-ylmethyl)pyridin-4-yl)oxy)-3-fluorophenyl)-1-phenyl-5-(trifluoromethyl)-1H-pyrazole-4-carboxamide NC1=NC=CC(=C1CN1CCCC1)OC1=C(C=C(C=C1)NC(=O)C=1C=NN(C1C(F)(F)F)C1=CC=CC=C1)F